NC1=C2C(=NC(=N1)Cl)N(N=C2)CC=2C=CC(=C(C2)CS(=O)(=O)N(C)CCO[Si](C)(C)C(C)(C)C)Br 1-(5-((4-amino-6-chloro-1H-pyrazolo[3,4-d]pyrimidin-1-yl)methyl)-2-bromophenyl)-N-(2-((tert-butyldimethylsilyl)oxy)ethyl)-N-methylmethanesulfonamide